C(OC=1C(=NC=CC1OC)C(N[C@H](C(=O)N[C@H](C(C1=CC(=CC=C1)C1CC1)C1=CC(=CC=C1)C1CC1)C)C)=O)(OCC(C)C)=O 2-(((S)-1-(((S)-1,1-bis(3-cyclopropylphenyl)propan-2-yl)amino)-1-oxopropan-2-yl)carbamoyl)-4-methoxypyridin-3-yl isobutyl carbonate